C(C)C(CN1C=C(C(C=C1)=O)O)CCCC N-(2-ethylhexyl)-3-hydroxypyridine-4-one